methyl 6-cyano-3-methylpyrazine-2-carboxylate C(#N)C1=CN=C(C(=N1)C(=O)OC)C